(S)-tetrahydro-2H-pyran-3-ol O1C[C@H](CCC1)O